ClC=1C=C(C=C2C=CC=NC12)C=1N=C(C(=NC1C1=CC=CC=C1)N)OCC1CCN(CC1)C 5-(8-chloroquinolin-6-yl)-3-((1-methylpiperidin-4-yl)methoxy)-6-phenylpyrazin-2-amine